CCCCCCCCCCCCCCC(=O)OC[C@H](COP(=O)(O)OC[C@H](CO)O)OC(=O)CCCC/C=C\C/C=C\C/C=C\C/C=C\CC 1-pentadecanoyl-2-(6Z,9Z,12Z,15Z-octadecatetraenoyl)-glycero-3-phospho-(1'-sn-glycerol)